NC=1C=2N(C=CN1)C(=NC2C2=CC=C(C(=O)NC1=NC=CC=C1)C=C2)[C@H]2N(CCC2)CC#CC (S)-4-(8-amino-3-(1-(but-2-ynyl)pyrrolidin-2-yl)imidazo[1,5-a]pyrazin-1-yl)-N-(pyridin-2-yl)benzamide